C(C)(C)(C)C1=C(C(=CC(=C1)C)C(C)(C)C)O 2,6-di-tertiary-butyl-4-methyl-phenol